N[C@H](CO)CCCC (S)-2-aminohexan-1-ol